tert-butyl 6-(2-amino-4-cyano-5-fluorophenyl)-3,4-dihydropyridine-1-carboxylate NC1=C(C=C(C(=C1)C#N)F)C1=CCCCN1C(=O)OC(C)(C)C